O=C1NCN(C12CCN(CC2)CCNC(=O)C2=CC1=CC=CC=C1C=C2)C2=CC=CC=C2 N-[2-(4-oxo-1-phenyl-1,3,8-triazaspiro[4.5]decan-8-yl)ethyl]naphthalene-2-carboxamide